N2-(4-fluorophenyl)-N3-(4-chlorobenzyl)quinoxaline-2,3-diamine FC1=CC=C(C=C1)NC1=NC2=CC=CC=C2N=C1NCC1=CC=C(C=C1)Cl